5-methyl-2,4-imidazolidinedione CC1C(NC(N1)=O)=O